Cl.FC1=CC=C(C=C1)C(N1[C@@H](CN[C@H](C1)C)CC)C1CC(C1)(F)F (2R,5S)-1-((4-Fluorophenyl)(3,3-difluorocyclobutyl)methyl)-2-ethyl-5-methylpiperazine hydrochloride